3-(benzofuran-2-yl)-1-(2-bromo-3,5-dihydroxyphenyl)-(2E)-2-propen-1-one O1C(=CC2=C1C=CC=C2)/C=C/C(=O)C2=C(C(=CC(=C2)O)O)Br